NCC(CCCNC(=NC1CCCCC1)NC1CCCCC1)C 1-(5-amino-4-methylpentyl)-2,3-dicyclohexylguanidine